6-((5-(4-(trifluoromethyl)phenyl)oxazol-2-yl)amino)pyridazine-3-carboxylic acid FC(C1=CC=C(C=C1)C1=CN=C(O1)NC1=CC=C(N=N1)C(=O)O)(F)F